BrC=1C=C(CN2C(C=C(C=C2)C=2C=C3C(=NN(C3=CC2)C2OCCCC2)C2=CC(=NC=C2)OC(C)C)=O)C=C(C1)F (3-bromo-5-fluorobenzyl)-4-(3-(2-isopropoxypyridin-4-yl)-1-(tetrahydro-2H-pyran-2-yl)-1H-indazol-5-yl)pyridin-2(1H)-one